CC=1C(N=C(N([C@H]2C[C@H](O)[C@@H](CO)O2)C1)N)=O 2'-deoxy-5-methylisocytidine